2-(4-Iodophenyl)-4-((2-((1S)-1-((tetrahydro-2H-pyran-2-yl)oxy)ethyl)-1H-imidazol-1-yl)methyl)oxazole IC1=CC=C(C=C1)C=1OC=C(N1)CN1C(=NC=C1)[C@H](C)OC1OCCCC1